(3R)-3-[tert-butyl-(dimethyl)silyl]oxy-3-(3,4-difluorophenyl)-N-methoxy-N-methyl-propanamide C(C)(C)(C)[Si](O[C@H](CC(=O)N(C)OC)C1=CC(=C(C=C1)F)F)(C)C